N-(5-(2-(tert-butyl)-7-(methylsulfinyl)-1-oxoisoindolin-5-yl)4-methylthiazol-2-yl)acetamide C(C)(C)(C)N1C(C2=C(C=C(C=C2C1)C1=C(N=C(S1)NC(C)=O)C)S(=O)C)=O